C(#N)/C=C/C1=CC(=C(C(=C1)C)NC(OC)=O)C methyl {4-[(E)-2-cyanoethenyl]-2,6-dimethylphenyl}carbamate